CC1(OB(OC1(C)C)C1=CC2CCC(C1)N2C(C)=O)C 1-(3-(4,4,5,5-tetramethyl-1,3,2-dioxaborolan-2-yl)-8-azabicyclo[3.2.1]oct-2-en-8-yl)ethan-1-one